ClC1=NC(=NC(=C1)C1=C(C=CC=C1C)C(C)C)NS(=O)(=O)C=1C=C(C(=O)O)C=CC1 3-[[4-Chloro-6-(2-isopropyl-6-methyl-phenyl)pyrimidin-2-yl]sulfamoyl]benzoic acid